CC1CCNC=2N1N=CC2 7-methyl-4,5,6,7-tetrahydropyrazolo[1,5-a]pyrimidine